1,4-bis(imidazolyl)-benzene N1C(=NC=C1)C1=CC=C(C=C1)C=1NC=CN1